C(C(=C)C)(=O)OCCN(C)C(C(F)(F)F)C(=O)OC(C)(C)C 2-((3-(tert-butoxy)-1,1,1-trifluoro-3-oxopropan-2-yl)(methyl)amino)ethyl methacrylate